benzyl (3S,4R)-3-(((benzyloxy) carbonyl) amino)-4-hydroxy-4-methylazepan-1-carboxylate C(C1=CC=CC=C1)OC(=O)N[C@H]1CN(CCC[C@@]1(C)O)C(=O)OCC1=CC=CC=C1